ClCC=1SC(=NN1)N1CCCCC1 2-(Chloromethyl)-5-(piperidin-1-yl)-1,3,4-thiadiazole